S(=S)O thiosulfinic acid